bisaspartate disodium salt [Na+].[Na+].N[C@@H](CC(=O)[O-])C(=O)[O-].N[C@@H](CC(=O)O)C(=O)O